1-((2-methylpiperidin-4-yl)methyl)piperidin CC1NCCC(C1)CN1CCCCC1